3-Hydroxy-4-[[4-[(E)-3-oxo-3-phenylprop-1-enyl]phenyl]diazenyl]naphthalene-2,7-disulfonic acid OC=1C(=CC2=CC(=CC=C2C1N=NC1=CC=C(C=C1)\C=C\C(C1=CC=CC=C1)=O)S(=O)(=O)O)S(=O)(=O)O